4-[7-(4-isopropylpyrimidin-5-yl)imidazo[1,2-a]pyridin-3-yl]-2,6-dimethoxy-N-(2,2,2-trifluoroethyl)benzamide C(C)(C)C1=NC=NC=C1C1=CC=2N(C=C1)C(=CN2)C2=CC(=C(C(=O)NCC(F)(F)F)C(=C2)OC)OC